C(OC[C@@H](C(=O)O)NC(=O)C1=CC=C(NCC2=CN=C3N=C(N)NC(=O)C3=N2)C=C1)(=O)[O-] oxafolate